C(C(=O)N)(=S)[O-] thiooxamate